tert-butyl (3R)-3-[6-[2-cyano-3-[[ethyl(methyl)sulfamoyl]amino]-6-fluoro-phenoxy]-4-oxo-quinazolin-3-yl]-1,8-diazaspiro[4.5]decane-1-carboxylate C(#N)C1=C(OC=2C=C3C(N(C=NC3=CC2)[C@H]2CN(C3(C2)CCNCC3)C(=O)OC(C)(C)C)=O)C(=CC=C1NS(N(C)CC)(=O)=O)F